methyl-5-chloro-2-[[6-chloro-3-(1,4-dioxaspiro[4.5]decan-8-yl)-4-quinolyl]amino]benzoic acid CC=1C(=C(C(=O)O)C=C(C1)Cl)NC1=C(C=NC2=CC=C(C=C12)Cl)C1CCC2(OCCO2)CC1